O=C1NCCC1C(=O)NCC1=CC=C(C=C1)NC1=CC=C(C=C1)N1CCC(CC1)C(F)(F)F 2-Oxo-N-(4-((4-(4-(trifluoromethyl)piperidin-1-yl)phenyl)amino)benzyl)pyrrolidine-3-carboxamide